OCC(C)(CO)CO tris-(hydroxymethyl)ethane